O=C1NC(CCC1N1C(C2=CC=C(C=C2C1=O)N1C[C@H](CCC1)NCC1CCN(CC1)C1=CC=C(C=C1)[C@H]1[C@H](CCC2=CC(=CC=C12)O)C1=CC=CC=C1)=O)=O 2-(2,6-dioxopiperidin-3-yl)-5-((S)-3-(((1-(4-((1R,2S)-6-hydroxy-2-phenyl-1,2,3,4-tetrahydronaphthalen-1-yl)phenyl)piperidin-4-yl)methyl)amino)piperidin-1-yl)isoindoline-1,3-dione